(1r,4S)-N-((S)-1-(4-((4-cyclopropyl-1,5-naphthyridin-3-yl)amino)phenyl)-2,2,2-trifluoroethyl)-N-methyl-4-(5-oxo-4,5-dihydro-1,3,4-oxadiazol-2-yl)cyclohexane-1-carboxamide C1(CC1)C1=C(C=NC2=CC=CN=C12)NC1=CC=C(C=C1)[C@H](C(F)(F)F)N(C(=O)C1CCC(CC1)C=1OC(NN1)=O)C